C1(=CC=CC=C1)CC[C@@H](O)C1=CC=C(C=C1)Cl (R)-3-phenyl-1-(p-chlorophenyl)propan-1-ol